(3-isopropylcyclobutyl)methylamine hydrochloride Cl.C(C)(C)C1CC(C1)CN